3-[3-methyl-2-oxo-5-[4-[[4-(4-piperidylmethyl)-1-piperidyl]methyl]-1-piperidyl]benzimidazol-1-yl]piperidine-2,6-dione di-trifluoroacetate FC(C(=O)O)(F)F.FC(C(=O)O)(F)F.CN1C(N(C2=C1C=C(C=C2)N2CCC(CC2)CN2CCC(CC2)CC2CCNCC2)C2C(NC(CC2)=O)=O)=O